1,1,1,3,3,3-hexafluoropropan-2-yl-4-(2-(pyrrolidin-1-yl)-4-(trifluoromethyl)benzyl)piperazine-1-carboxylic acid fumarate C(\C=C\C(=O)O)(=O)O.FC(C(C(F)(F)F)C1N(CCN(C1)CC1=C(C=C(C=C1)C(F)(F)F)N1CCCC1)C(=O)O)(F)F